BrC1=C(C(=C(C(=C1C)O)C)Br)C(C)(C)C1=C(C(=C(C(=C1Br)C)O)C)Br 2,2-bis(2,6-dibromo-3,5-dimethyl-4-hydroxyphenyl)propane